2-hydroxy-N,N,N-trimethylethylammonium chloride [Cl-].OCC[N+](C)(C)C